(3-(3-amino-5-fluoro-2-methoxyphenyl)-1-methyl-1H-pyrazol-5-yl)dimethylphosphine oxide NC=1C(=C(C=C(C1)F)C1=NN(C(=C1)P(C)(C)=O)C)OC